C(#N)C1=C(SC2=C1C1(CN(C1)C1=NC(=NC=C1C#N)[S@](=O)C)CCC2)NC(OC(C)(C)C)=O tert-butyl N-[3-cyano-r-(5-cyano-2-methylsulfinyl-pyrimidin-4-yl)spiro[6,7-dihydro-5H-benzothiophene-4,3'-azetidine]-2-yl]carbamate